C(C1=CC=C(C=C1)OC)O p-anisylalcohol